N-(1-cyclopropyl-2-oxo-1,2-dihydropyridin-3-yl)-7-isopropoxy-2-((1S,4R)-1-(methoxymethyl)-2-oxabicyclo[2.2.1]heptan-4-yl)imidazo[1,2-a]pyrimidine-6-carboxamide C1(CC1)N1C(C(=CC=C1)NC(=O)C=1C(=NC=2N(C1)C=C(N2)[C@@]21CO[C@@](CC2)(C1)COC)OC(C)C)=O